BrC=1C=C2C(=NC=NC2=CC1)N1CC(C1)N1C(C(CC1)C(=O)O)=O 1-(1-(6-bromoquinazolin-4-yl)azetidin-3-yl)-2-oxopyrrolidine-3-carboxylic acid